C(C)(C)(C)OC(=O)NC(CCOCCOC1=NC(=NN2C1=NC=C2)C2=CC(=NC=C2F)[C@@H](C)N(C(OC(C)(C)C)=O)CC)CCC(F)F tert-butyl ((1R)-1-(4-(4-(2-((3-((tert-butoxycarbonyl)amino)-6,6-difluorohexyl)oxy)ethoxy)imidazo[2,1-f][1,2,4]triazin-2-yl)-5-fluoropyridin-2-yl)ethyl)(ethyl)carbamate